ethyl 4-fluoro-1-(5-{5-[3-fluoro-5-(trifluoromethyl)phenyl]-7-[{[1-(methoxymethyl)cyclobutyl]methyl}(methyl)amino]-1H-imidazo[4,5-b]pyridin-2-yl}pyrazin-2-yl)piperidine-4-carboxylate FC1(CCN(CC1)C1=NC=C(N=C1)C=1NC=2C(=NC(=CC2N(C)CC2(CCC2)COC)C2=CC(=CC(=C2)C(F)(F)F)F)N1)C(=O)OCC